C(C)OC(=O)C=1C=C2N(C3=CC=C(C=C3N=C2N(C)C)C2=CC=NN2C2OCCCC2)C1 4-dimethylamino-7-(1-(tetrahydro-2H-pyran-2-yl)-1H-pyrazol-5-yl)pyrrolo[1,2-a]quinoxaline-2-carboxylic acid ethyl ester